C(=O)O.C(C)NC1=NC=2C=C(C(=CC2C2=C1COCC2)OC)OCCCN2CCCC2 N-ethyl-9-methoxy-8-[3-(pyrrolidin-1-yl)propoxy]-1H,2H,4H-pyrano[3,4-c]quinolin-5-amine formate